N-carbobenzoxy-O-tert-butyl-L-seryl-O-tert-butyl-L-serine methyl ester COC([C@@H](NC([C@@H](NC(=O)OCC1=CC=CC=C1)COC(C)(C)C)=O)COC(C)(C)C)=O